C(C)(=O)O[C@H]1C[C@](OC([C@@H]1NC(CNC(C(F)(F)F)=O)=O)[C@@H]([C@@H](COC(C)=O)OC(C)=O)OC(C)=O)(C(=O)OCC1=CC=CC=C1)O benzyl (2S,4S,5R)-4-acetoxy-2-hydroxy-6-[(1S,2R)-1,2,3-triacetoxypropyl]-5-[[2-[(2,2,2-trifluoroacetyl)amino]acetyl]amino]tetrahydropyran-2-carboxylate